N-[(1R,4r)-4-{2-[(R)-2-(m-fluorophenyl)-2-hydroxyethylamino]-2-methylpropyl}cyclohexyl]trifluoroacetamide FC=1C=C(C=CC1)[C@H](CNC(CC1CCC(CC1)NC(C(F)(F)F)=O)(C)C)O